[(diethyl-amino)methyl]phosphonic acid C(C)N(CC)CP(O)(O)=O